(S)-N-(5-(2-aminopyrazolo[1,5-a]pyridin-5-yl)-2-methylphenyl)-3-phenylbenzo[d]isooxazole-2(3H)-carboxamide NC1=NN2C(C=C(C=C2)C=2C=CC(=C(C2)NC(=O)N2OC3=C([C@@H]2C2=CC=CC=C2)C=CC=C3)C)=C1